3-(4-cyanophenyl)-3H-[1,2,3]triazolo[4,5-b]pyridine-6-carboxylic acid C(#N)C1=CC=C(C=C1)N1N=NC=2C1=NC=C(C2)C(=O)O